(S)-(3-((2-(1,3-dimethyl-1H-pyrazol-5-yl)-5-fluoropyridin-4-yl)oxy)azetidin-1-yl)(5-(5-fluoropyridin-3-yl)-4,5-dihydro-1H-pyrazol-1-yl)methan CN1N=C(C=C1C1=NC=C(C(=C1)OC1CN(C1)CN1N=CC[C@H]1C=1C=NC=C(C1)F)F)C